O=C1C2=C(N=C(N1)[C@@H]1[C@H](CC1)C1=NC=CC=N1)N(N=C2C#N)[C@H](C)C2=NC=C(N=C2)C(F)(F)F 4-oxo-6-((1S,2S)-2-(pyrimidin-2-yl)cyclobutyl)-1-((R)-1-(5-(trifluoromethyl)pyrazin-2-yl)ethyl)-4,5-dihydro-1H-pyrazolo[3,4-d]pyrimidine-3-carbonitrile